C(C)C=1C(NC=2C=C(C=NC2C1)CN1CCN(CC1)CC1CCN(CC1)C1=CC=C(N=N1)C(=O)OC)=O methyl 6-(4-((4-((7-ethyl-6-oxo-5,6-dihydro-1,5-naphthyridin-3-yl)methyl)piperazin-1-yl)methyl)piperidin-1-yl)pyridazine-3-carboxylate